FC1=C(C=CC=C1F)[C@@H]1N(OCC1)C1=CC(=NC=N1)NC1CCN(CC1)S(=O)(=O)C (R)-6-(3-(2,3-difluorophenyl)isooxazolidin-2-yl)-N-(1-(methylsulfonyl)piperidin-4-yl)pyrimidine-4-amine